4-chloro-2,3-dihydro-1H-cyclopenta[c]quinolone ClC1=NC=2C=CC=CC2C2=C1CCC2=O